C(C)(C)(C)OC(N(C1=CC(=NC=2N1N=CC2C(C)C)C2CC2)CC2=CC(=CC=C2)NC(\C=C\C)=O)=O (E)-(3-(but-2-enoylamino)benzyl)(5-Cyclopropyl-3-isopropylpyrazolo[1,5-a]pyrimidin-7-yl)carbamic acid tert-butyl ester